butyl 3-mercapto-5-methoxybenzoate SC=1C=C(C(=O)OCCCC)C=C(C1)OC